5-chloro-2-[(3-methoxypyrrolidin-1-yl)methyl]-7,8-dihydro-6H-spiro[[1,3]oxazolo[5,4-f]quinazoline-9,1'-cyclohexan]-7-one ClC=1C=C2C(=C3C1NC(NC31CCCCC1)=O)OC(=N2)CN2CC(CC2)OC